ClC1=CC=2C=3C=CC(=CC3N(C(N(C2N=C1)CC)=O)C1=C(C=C(C=C1)NCCNCCO)F)Cl 4,13-dichloro-8-ethyl-10-[2-fluoro-4-({2-[(2-hydroxyethyl)amino]ethyl}amino)phenyl]-6,8,10-triazatricyclo[9.4.0.02,7]pentadeca-1(11),2(7),3,5,12,14-hexaen-9-one